CSC(C(C)N1N=CC(=C1C(F)F)C(O)=S)C 1-(3-(methylthio)butan-2-yl)-5-difluoromethyl-1H-pyrazole-4-thiocarboxylic acid